CC=1N2C=3SC=4C[C@H](CC4C3C(=NCC2=NN1)C1=C(C=CC=C1)C)C(=O)N1CCOCC1 (13S)-3-methyl-9-(2-methylphenyl)-13-(morpholine-4-carbonyl)-16-thia-2,4,5,8-tetraazatetracyclo[8.6.0.02,6.011,15]Hexadeca-1(10),3,5,8,11(15)-pentaene